6-(3,4-Dichloro-phenyl)-pyrimidine-4-carboxylic acid (3-methyl-[1,2,4]-thiadiazol-5-yl)-amide CC1=NSC(=N1)NC(=O)C1=NC=NC(=C1)C1=CC(=C(C=C1)Cl)Cl